COC1=CC(=NN1C1=CC=C(C=C1)CO)C(F)(F)F {4-[5-methoxy-3-(trifluoromethyl)pyrazol-1-yl]phenyl}methanol